CC1(OC(C(C(O1)=O)C(=O)C1CCN(CC1)C(=O)OC(C)(C)C)=O)C tert-Butyl 4-(2,2-dimethyl-4,6-dioxo-1,3-dioxane-5-carbonyl)piperidine-1-carboxylate